C(C)OC(=O)C1CC(C(C1)=O)NC(=O)OC(C)(C)C 3-((tert-butoxycarbonyl)amino)-4-oxocyclopentane-1-carboxylic acid ethyl ester